FC(C(C(C(C#CF)(F)F)(F)F)(F)F)(F)F decafluoro-1-hexyne